N-(2-Amino-4-((4-(trifluoromethyl)phenethyl)amino)phenyl)octanamid NC1=C(C=CC(=C1)NCCC1=CC=C(C=C1)C(F)(F)F)NC(CCCCCCC)=O